C1(CCCC1)N1N=C(C=C1C1=C(C=CC=C1OC)OC)C(=O)N[C@H](CC(=O)O)CCN1CCCCC1 (S)-3-(1-cyclopentyl-5-(2,6-dimethoxyphenyl)-1H-pyrazole-3-carboxamido)-5-(piperidin-1-yl)pentanoic acid